C(C)(=O)N[C@H]1[C@H](OC2=CC=C(C=C2)OC)O[C@@H]([C@H]([C@@H]1O)O)CO 4-Methoxylphenyl 2-(acetylamino)-2-deoxy-β-D-glucopyranoside